2-(1-T-Butoxycarbonyl-pyrrolidin-3-yl)acetic acid C(C)(C)(C)OC(=O)N1CC(CC1)CC(=O)O